BrC1=CC=C2C(=NC=NN21)N 7-bromo-4-amino-pyrrolo[2,1-f][1,2,4]-triazine